curcumin arsenic [As].COC1=CC(=CC=C1O)\C=C\C(=O)CC(=O)\C=C\C1=CC=C(O)C(OC)=C1